BrCC=CCN(C1=C2CN(C(C2=CC=C1)=C=O)C1C(NC(CC1)=O)=O)C 3-(4-((4-bromobut-2-en-1-yl)(methyl)amino)-1-carbonylisoindolin-2-yl)piperidine-2,6-dione